N-(3-Amino-3-oxopropyl)carboxamid NC(CCNC=O)=O